(S)-(5-isopropyl-1,3,4-oxadiazol-2-yl)(4-(pyrazolo[1,5-a]pyridin-2-yl)-6,7-dihydro-1H-imidazo[4,5-c]pyridin-5(4H)-yl)methanone C(C)(C)C1=NN=C(O1)C(=O)N1[C@@H](C2=C(CC1)NC=N2)C2=NN1C(C=CC=C1)=C2